C(#N)C1=C(CN(C(=O)C2(CCN(CC2)C(=O)OC(C)(C)C)C)CC(NC=2C=C3C[C@]4(C(NC5=NC=CC=C54)=O)CC3=CC2)=O)C=CC=C1 (R)-tert-Butyl 4-((2-cyanobenzyl)(2-oxo-2-((2'-oxo-1,1',2',3-tetrahydrospiro[indene-2,3'-pyrrolo[2,3-b]pyridin]-5-yl)amino)ethyl)carbamoyl)-4-methylpiperidine-1-carboxylate